C12COCC(CC1)N2C=2SC(=C(N2)C=2C(=C(N)C=CC2)F)C2=NC(=NC=C2)SC 3-(2-(3-Oxa-8-azabicyclo[3.2.1]octan-8-yl)-5-(2-(methylthio)pyrimidin-4-yl)thiazol-4-yl)-2-fluoroaniline